5-[(S)-[bis({[(2,2-dimethylpropanoyl)oxy]methoxy})phosphoryl](fluoro)methyl]-1-benzothiophene-2-carboxylic acid CC(C(=O)OCOP(=O)(OCOC(C(C)(C)C)=O)[C@@H](C=1C=CC2=C(C=C(S2)C(=O)O)C1)F)(C)C